(1aR,5aR)-2-(2,4-Difluoro-phenyl)-1a,2,5,5a-tetrahydro-1H-2,3-diaza-cyclopropa[a]pentalene-4-carboxylic acid (4,6-dimethyl-pyridin-2-yl)-amide CC1=CC(=NC(=C1)C)NC(=O)C=1C=2C[C@@H]3[C@H](C2N(N1)C1=C(C=C(C=C1)F)F)C3